C1(=CC(=C(CC1)C(C)C)C(=O)O)C Menthadienoic acid